FC1=C(C=CC=C1)C1=CC(=CN1)C#N 5-(2-fluorophenyl)-1H-pyrrole-3-formonitrile